C(C1=CC=CC=C1)OC(=O)NCCCCCCCCCCCC(=O)O 12-(((benzyloxy)carbonyl)amino)dodecanoic acid